Cl.FC=1C=C2C(=NNC(C2=CC1F)=O)[C@@H](C)NC (R)-6,7-difluoro-4-(1-(methylamino)ethyl)phthalazin-1(2H)-one hydrochloride